N-{6-cyclopropyl-4-[4-fluoro-2-(4-methyl-4H-1,2,4-triazol-3-yl)phenyl]-2-pyridyl}-1-cyclopropyl-5-[(2,2-difluoro-2-methoxyethylamino)methyl]-2-oxo-1,2-dihydronicotinamide C1(CC1)C1=CC(=CC(=N1)NC(C=1C(N(C=C(C1)CNCC(OC)(F)F)C1CC1)=O)=O)C1=C(C=C(C=C1)F)C1=NN=CN1C